ethylene glycol di-montanate C(CCCCCCCCCCCCCCCCCCCCCCCCCCC)(=O)OCCOC(CCCCCCCCCCCCCCCCCCCCCCCCCCC)=O